tert-butyl (S)-(1-(6-methyl-2-(4-((4-(2-(N-methylmethylsulfonamido)benzamido)phenyl)sulfonyl)piperazin-1-yl)pyrimidin-4-yl)pyrrolidin-3-yl)carbamate CC1=CC(=NC(=N1)N1CCN(CC1)S(=O)(=O)C1=CC=C(C=C1)NC(C1=C(C=CC=C1)N(S(=O)(=O)C)C)=O)N1C[C@H](CC1)NC(OC(C)(C)C)=O